FC1=C(C(=CC=C1)F)N1C(N=CC=C1)OCC12CC3CC(CC(C1)(C3)NC3=CC=C(C=C3)N3CCN(CC3)C)C2 3-(2,6-difluorophenyl)-7-((4-(4-methylpiperazin-1-yl)phenyl)amino)-2-((adamantan-1-yl)methoxy)pyrimidine